3,5-difluoro-4-{6-[4-fluoro-3-(trifluoromethyl)phenyl]-2-(prop-2-yl)imidazo[1,2-a]pyrazin-3-yl}phenoxyphosphonic acid FC=1C=C(OP(O)(O)=O)C=C(C1C1=C(N=C2N1C=C(N=C2)C2=CC(=C(C=C2)F)C(F)(F)F)C(C)C)F